Fmoc-D-methionine C(=O)(OCC1C2=CC=CC=C2C2=CC=CC=C12)N[C@H](CCSC)C(=O)O